2-((2-hydroxyethyl)thio)acetic acid OCCSCC(=O)O